[4-(3H-1,3,4-triazainden-7-yl)-1-piperidyl][5-(trifluoromethyl)-3-pyrazolyl]methanone N1=CNC2=NC=CC(=C12)C1CCN(CC1)C(=O)C1=NNC(=C1)C(F)(F)F